CN1C(N(C2C1CCC2)C2CN(CCC2)C=2N=C(C(=NC2)C(=O)N)NC2=CC=C(C=C2)C2(CCNCC2)C)=O (3-(3-methyl-2-oxohexahydrocyclopenta[d]imidazol-1(2H)-yl)piperidin-1-yl)-3-((4-(4-methylpiperidin-4-yl)phenyl)amino)pyrazine-2-carboxamide